FC(C1=NN=C(S1)NC(=O)C1=NC=CN=C1)(F)F pyrazine-2-carboxylic acid (5-trifluoromethyl-[1,3,4]thiadiazol-2-yl) amide